5-(4-(N,N-bis(4-methoxybenzyl)sulfamoyl)-3-fluorobenzyl)-4-bromo-1-(cyclopropylmethyl)-1H-pyrrole-2-carboxamide COC1=CC=C(CN(S(=O)(=O)C2=C(C=C(CC3=C(C=C(N3CC3CC3)C(=O)N)Br)C=C2)F)CC2=CC=C(C=C2)OC)C=C1